(thiophen-2-yl)propionic acid S1C(=CC=C1)C(C(=O)O)C